C(#N)C1=CC(=C(COC2=NN(C=C2)C2=CC(=C(C=C2F)CC(=O)OC)F)C=C1)F methyl 2-(4-(3-((4-cyano-2-fluorobenzyl)oxy)-1H-pyrazol-1-yl)-2,5-difluorophenyl)acetate